acetyl-5-hydroxytryptamine oxygen [O].C(C)(=O)NCCC1=CNC2=CC=C(C=C12)O